ClC=1C=CC=C2C=CC=C(C12)C1=C2C(=C3C(=NC(=NC3=C1)OC[C@H]1N(CCC1)C)N1C[C@H](N(C[C@@H]1C)C(C=C)=O)C)OC=C2 1-((2R,5S)-4-(4-(8-chloronaphthalen-1-yl)-7-(((S)-1-methylpyrrolidin-2-yl)methoxy)furo[2,3-f]quinazolin-9-yl)-2,5-dimethylpiperazin-1-yl)prop-2-en-1-one